Cl.FC(C=1C=C(C=CC1)NN)(F)F [3-(trifluoromethyl)phenyl]hydrazine hydrochloride